CC(C)C1=C2N=C(N=C(N2N=C1)NCC3=CC=CC=C3N4C=CC=N4)OC5CCCNC5 The molecule is a pyrazolotriazine that is pyrazolo[1,5-a][1,3,5]triazine substituted by a piperidin-3-yloxy group, [2-(1H-pyrazol-1-yl)benzyl]nitrilo group and an isopropyl group at positions 2, 4 and 8 respectively. It is a potent and selective CDK7 inhibitor and exhibits antiviral activity. It has a role as an EC 2.7.11.22 (cyclin-dependent kinase) inhibitor, an apoptosis inducer, an antineoplastic agent and an antiviral agent. It is a pyrazolotriazine, a member of pyrazoles, a member of piperidines, a secondary amino compound and an aromatic ether.